N-[3-fluoro-4-[(6-methoxy-1,7-naphthyridin-4-yl)oxy]phenyl]-4-hydroxy-2-methyl-5-pyridin-2-ylpyridine-3-carboxamide FC=1C=C(C=CC1OC1=CC=NC2=CN=C(C=C12)OC)NC(=O)C=1C(=NC=C(C1O)C1=NC=CC=C1)C